FC([C@@](N)(C1=CC=C(C=C1)C=C)C1=CC=C(C=C1)OC)(F)F (R)-2,2,2-trifluoro-1-(4-methoxyphenyl)-1-(4-vinylphenyl)ethan-1-amine